2-methylthio-4,6-diphenylpyrimidine-5-carbonitrile CSC1=NC(=C(C(=N1)C1=CC=CC=C1)C#N)C1=CC=CC=C1